C1(CCCC1)N(C1=CC=C(C=C1)[C@@H]1NCCC[C@@H]1C(=O)NC1=CC(=C(C=C1)C)C(F)(F)F)C=1C2=C(N=CN1)C=CC=N2 (2R,3S)-2-(4-(cyclopentyl-(pyrido[3,2-d]pyrimidin-4-yl)amino)phenyl)-N-(4-methyl-3-(trifluoromethyl)phenyl)piperidine-3-carboxamide